C(C)(C)(C)OCCONCCC=1C(=C(N(C(C1)=O)C)Cl)C(=O)OC methyl 4-(2-((2-(tert-butoxy) ethoxy) amino) ethyl)-2-chloro-1-methyl-6-oxo-1,6-dihydropyridine-3-carboxylate